(1S,2R,3S)-N-(8-amino-7-fluoro-6-(4-methylpyridin-3-yl)isoquinolin-3-yl)-2-methyl-3-(1-(2-morpholinoethyl)-1H-pyrazol-4-yl)cyclopropane-1-carboxamide NC=1C(=C(C=C2C=C(N=CC12)NC(=O)[C@H]1[C@@H]([C@@H]1C=1C=NN(C1)CCN1CCOCC1)C)C=1C=NC=CC1C)F